C(C)OC(=O)C=1SC2=C(C1C1=C(C(=C(C=C1)F)OC)F)C=CC(=C2)Cl 6-chloro-3-(2,4-difluoro-3-methoxyphenyl)-1-benzothiophene-2-carboxylic acid ethyl ester